C(C1=CC=CC=C1)NC(NCC1=C(N=NN1C)C1=CC=C(C(=N1)C)O[C@@H]1C[C@H](CCC1)C(=O)OC)=O Methyl (1S,3S)-3-((6-(5-((3-benzylureido)methyl)-1-methyl-1H-1,2,3-triazol-4-yl)-2-methylpyridin-3-yl)oxy)cyclohexane-1-carboxylate